Furfuryl-amide C(C1=CC=CO1)[NH-]